(E)-3-(4-((trans,trans)-4'-pentyl-[1,1'-bi(cyclohexan)]-4-yl)phenyl)acrylic acid C(CCCC)C1CCC(CC1)C1CCC(CC1)C1=CC=C(C=C1)/C=C/C(=O)O